(R)-7-bromo-2-(1-cyclopropyl-2-methyl-2-((2-(trimethylsilyl)ethoxy)methoxy)propyl)isoindolin-1-one BrC=1C=CC=C2CN(C(C12)=O)[C@@H](C(C)(OCOCC[Si](C)(C)C)C)C1CC1